S1C=C(C=C1)\C(\C)=N/O (Z)-1-(thiophen-3-yl)ethanone oxime